7-nitro-1H-indole-2-carbohydrazide [N+](=O)([O-])C=1C=CC=C2C=C(NC12)C(=O)NN